ClC1=NC(=C(C(=N1)N1C[C@@H](N(CC1)C(=O)[O-])CO)[N+](=O)[O-])CC1(CCCC2=CC=CC=C12)C(=O)OC (2R)-4-(2-chloro-6-((1-(methoxycarbonyl)-1,2,3,4-tetrahydronaphthalene-1-yl)methyl)-5-nitropyrimidin-4-yl)-2-(hydroxymethyl)piperazine-1-carboxylate